3-(4-(2-(difluoromethyl)-1H-benzo[d]imidazol-1-yl)-6-morpholinyl-1,3,5-triazin-2-yl)-1,3-oxazinane FC(C1=NC2=C(N1C1=NC(=NC(=N1)N1CCOCC1)N1COCCC1)C=CC=C2)F